3-(3-phenyl-1,2,4-oxadiazol-5-yl)-5-(1H-pyrazol-4-yl)pyridin-2-amine C1(=CC=CC=C1)C1=NOC(=N1)C=1C(=NC=C(C1)C=1C=NNC1)N